C[C@@H]1CN(C[C@@H](C1)NC1=C2C(=NC=C1C=1SC(=NN1)C)NC=C2)C(CC#N)=O 3-((3S,5R)-3-methyl-5-((5-(5-methyl-1,3,4-thiadiazol-2-yl)-1H-pyrrolo[2,3-b]pyridin-4-yl)amino)piperidin-1-yl)-3-oxopropanenitrile